C(C)(C)(C)OC(=O)N1CCN(CC1)C1=C(C=C(C=C1)Br)F 4-(4-bromo-2-fluorophenyl)piperazine-1-carboxylic acid tert-butyl ester